CN1C=C(C=CC1=O)CC(=O)OC methyl 2-(1-methyl-6-oxo-1,6-dihydropyridin-3-yl)acetate